4-(2-methylbenzyloxy)-3-(pyridin-3-ylamino)benzo[d]isoxazole CC1=C(COC2=CC=CC3=C2C(=NO3)NC=3C=NC=CC3)C=CC=C1